BrC1=C(C(=CC(=C1)C)C(NC)=O)NC(=O)C1(CN(C1)C(=O)OC(C)(C)C)C tert-butyl 3-((2-bromo-4-methyl-6-(methylcarbamoyl)phenyl)carbamoyl)-3-methylazetidine-1-carboxylate